ClC1=NC(=CC2=C1N=C(N2C(C)C)C)Cl 4,6-dichloro-1-isopropyl-2-methyl-1H-imidazo[4,5-c]pyridine